(R)-2-methyl-6-(2,3,5,6-tetrafluoro-4'-((2-fluoropyrrolidin-1-yl)methyl)-[1,1'-biphenyl]-4-yl)-1H-benzo[d]imidazole-4-carboxylic acid CC1=NC2=C(N1)C=C(C=C2C(=O)O)C2=C(C(=C(C(=C2F)F)C2=CC=C(C=C2)CN2[C@@H](CCC2)F)F)F